dioctylphosphonium tetrakis(pentafluorophenyl)borate FC1=C(C(=C(C(=C1[B-](C1=C(C(=C(C(=C1F)F)F)F)F)(C1=C(C(=C(C(=C1F)F)F)F)F)C1=C(C(=C(C(=C1F)F)F)F)F)F)F)F)F.C(CCCCCCC)[PH2+]CCCCCCCC